OC=1C=C(C(=O)O)C=CC1C(C)(CCCC(C)C)O 3-hydroxy-4-(2-hydroxy-6-methyl-2-heptanyl)benzoic acid